4,7-dibromo-5-fluorobenzothiadiazole BrC1=C(C=C(C2=C1N=NS2)Br)F